3,6-difluoro-2-(3-methyl-4-oxo-quinazolin-6-yl)oxy-benzonitrile Cesium carbonate C([O-])([O-])=O.[Cs+].FC=1C(=C(C#N)C(=CC1)F)OC=1C=C2C(N(C=NC2=CC1)C)=O.[Cs+]